FC=1C=C(C=CC1)CN1C(CCC1=O)CC(=O)N 2-[1-[(3-fluorophenyl)methyl]-5-oxopyrrolidin-2-yl]acetamide